2-(4-(1-(6-(methylsulfinyl)-3-((4-(undecyloxy)phenyl)sulfonyl)quinolin-4-yl)piperidin-4-yl)piperazin-1-yl)ethanol CS(=O)C=1C=C2C(=C(C=NC2=CC1)S(=O)(=O)C1=CC=C(C=C1)OCCCCCCCCCCC)N1CCC(CC1)N1CCN(CC1)CCO